2-methylpropane-2-yl 4-(2-{4-[2-(2,6-dioxopyridin-3-yl)-6-fluoro-1,3-dioxo-2,3-dihydro-1H-isoindol-5-yl]piperazin-1-yl}ethyl)piperidine-1-carboxylate O=C1NC(C=CC1N1C(C2=CC(=C(C=C2C1=O)N1CCN(CC1)CCC1CCN(CC1)C(=O)OC(C)(C)C)F)=O)=O